C(#N)C1=NC2=CC(=CC(=C2N=C1N(CC1=NN=C2N1CCOCC2)C)[C@@H](C)NC2=C(C(=O)O)C=CC=C2)C (R)-2-((1-(2-cyano-7-methyl-3-(meth-yl((5,6,8,9-tetrahydro-[1,2,4]triazolo-[4,3-d][1,4]oxazepin-3-yl)methyl)-amino)quinoxalin-5-yl)ethyl)amino)-benzoic acid